2-[(2-Tert-Butoxyethyl)amino]-6-{[(2-chloro-6-fluorophenyl)carbonyl]amino}-N-(3-chloro-2-methylphenyl)-1H-benzimidazole-4-carboxamide C(C)(C)(C)OCCNC1=NC2=C(N1)C=C(C=C2C(=O)NC2=C(C(=CC=C2)Cl)C)NC(=O)C2=C(C=CC=C2F)Cl